OC(C(=O)OC)S(=O)O 1-Hydroxy-2-methoxy-2-oxoethanesulfinic acid